6-(1-amino-1,3-dihydro-spiro[inden-2,4'-piperidin]-1'-yl)-5-methyl-3-(1-phenylvinyl)-1,5-dihydro-4H-pyrazolo[3,4-d]pyrimidin-4-one NC1C2=CC=CC=C2CC12CCN(CC2)C=2N(C(C1=C(N2)NN=C1C(=C)C1=CC=CC=C1)=O)C